Benzene-1,4-dicarboxylic acid tert-butyl [{2-chloro-5-[2'-methyl-5'-(pentafluoroethyl)-4'-(trifluoromethyl)-2'H-[1,3'-bipyrazole]-4-yl]Benzoyl} (1-cyanocyclopropyl) amino]Methyl ester ClC1=C(C(=O)N(C2(CC2)C#N)COC(=O)C2=CC=C(C=C2)C(=O)OC(C)(C)C)C=C(C=C1)C=1C=NN(C1)C=1N(N=C(C1C(F)(F)F)C(C(F)(F)F)(F)F)C